ClC=1C=CC(=NC1)C1(OC2=C(O1)C=CC=C2C2CCN(CC2)CC2=NC1=C(N2C[C@H]2OCC2)C=CC=C1)C 2-({4-[2-(5-Chloropyridin-2-yl)-2-methyl-1,3-benzodioxol-4-yl]piperidin-1-yl}methyl)-1-[(2S)-oxetan-2-ylmethyl]-1H-benzimidazol